1-(2-chlorophenyl)-(S)-1-carbamoyloxypropyl-(S)-2-propylcarbamate ClC1=C(C=CC=C1)C[C@H](C)N(C([O-])=O)[C@H](CC)OC(N)=O